C1(CC1)CNC1=CC(=NC=C1F)C(=O)O 4-((Cyclopropylmethyl)amino)-5-fluoropyridine-2-carboxylic acid